C1(=CC=CC=C1)N(C1=CC=C(C=C1)N(C=1C=C(C=CC1)C)C1=CC=CC=C1)C=1C=C(C=CC1)C N1,N4-diphenyl-N1,N4-Di(m-tolyl)benzene-1,4-diamine